tert-butyl N-[2-[2-[2-[2,6-bis(oxo)piperidin-3-yl]-1,3-bis(oxo)isoindol-5-yl]oxyethoxy]ethyl]-N-[2-[4-[6-(dimethylamino)pyridin-3-yl]phenyl]-1,3-benzothiazol-6-yl]carbamate O=C1NC(CCC1N1C(C2=CC=C(C=C2C1=O)OCCOCCN(C(OC(C)(C)C)=O)C1=CC2=C(N=C(S2)C2=CC=C(C=C2)C=2C=NC(=CC2)N(C)C)C=C1)=O)=O